3-[3-(2-chloro-6-methyl-4-pyridinyl)-5-[[(3R)-3-piperidinyl]oxy]pyrazolo[1,5-a]pyrimidin-2-yl]benzonitrile ClC1=NC(=CC(=C1)C=1C(=NN2C1N=C(C=C2)O[C@H]2CNCCC2)C=2C=C(C#N)C=CC2)C